methyl 3-((4-aminophenyl)(ethyl)amino)propanoate NC1=CC=C(C=C1)N(CCC(=O)OC)CC